[2-[(1S)-2-[tert-butyl(dimethyl)silyl]oxy-1-methyl-ethyl]-4-iodo-5-(2-trimethylsilylethoxymethoxy)pyrazol-3-yl]methanol [Si](C)(C)(C(C)(C)C)OC[C@H](C)N1N=C(C(=C1CO)I)OCOCC[Si](C)(C)C